1-fluoro-4-iodo-benzene FC1=CC=C(C=C1)I